1-(5-(4-amino-7-methyl-7H-pyrrolo[2,3-d]pyrimidin-5-yl)imidazo[1,2-a]pyridin-8-yl)-3-(5-(1-(trifluoromethyl)-cyclopropyl)isoxazol-3-yl)urea NC=1C2=C(N=CN1)N(C=C2C2=CC=C(C=1N2C=CN1)NC(=O)NC1=NOC(=C1)C1(CC1)C(F)(F)F)C